2-(methylthio)-1-({5-[(pyrrolidin-1-yl)methyl]thiophen-2-yl}methyl)-1H-imidazo[4,5-c]quinolin-4-amine CSC=1N(C2=C(C(=NC=3C=CC=CC23)N)N1)CC=1SC(=CC1)CN1CCCC1